N-(2,2-difluoroethyl)-2-((6-methoxy-2-(2-methoxyimidazo[2,1-b][1,3,4]thiadiazol-6-yl)pyrazolo[1,5-a]pyridin-4-yl)oxy)acetamide FC(CNC(COC=1C=2N(C=C(C1)OC)N=C(C2)C=2N=C1SC(=NN1C2)OC)=O)F